O[C@@H]1[C@H]([C@H](NC1)CC1=CC=C(C=C1)C1=CN=CS1)N(C(O)=O)CCC=1C=NNC1.BrC=1N=C(SC1)C[C@@H]1N=C([C@H](N=C1OC)C(C)C)OC 4-bromo-2-[[(2s,5r)-5-isopropyl-3,6-dimethoxy-2,5-dihydropyrazin-2-yl]methyl]thiazole (2R,3S,4S)-4-hydroxy-2-(4-(thiazol-5-yl)benzyl)pyrrolidin-3-yl-(2-(1H-pyrazol-4-yl)ethyl)carbamate